COCCOC=1C=C(OC2=CC=C(C=N2)C(=O)O)C=CC1 6-[3-(2-methoxyethoxy)phenoxy]pyridine-3-carboxylic acid